1-(4-(1-(4-hydroxy-3-methoxyphenyl)prop-1-en-2-yloxy)-3,5-dimethoxyphenyl)ethanone OC1=C(C=C(C=C1)C=C(C)OC1=C(C=C(C=C1OC)C(C)=O)OC)OC